C(N)(=O)C1=CC=C(C=C1)C1N(CCCC1)C(=O)OC(C)(C)C tert-Butyl 2-(4-carbamoylphenyl)piperidine-1-carboxylate